piperidine-1-carboxylic acid-2-isopropyl-5-methylphenyl ester C(C)(C)C1=C(C=C(C=C1)C)OC(=O)N1CCCCC1